1-(benzyloxy)-2-chloro-5-fluoro-4-nitrobenzene C(C1=CC=CC=C1)OC1=C(C=C(C(=C1)F)[N+](=O)[O-])Cl